N1=C(C=CC2=NC=CC=C12)C=1C=CN2N=C(N=CC21)NC2CCC(CC2)(O)C (1s,4s)-4-((5-(1,5-naphthyridin-2-yl)pyrrolo[2,1-f][1,2,4]triazin-2-yl)amino)-1-methylcyclohexane-1-ol